diethyl (4-bromophenyl ethyl) phosphate P(=O)(OCC)(OCC)OCCC1=CC=C(C=C1)Br